5-(trifluoromethoxy)-3,4-dihydronaphthalen-1(2H)-one FC(OC1=C2CCCC(C2=CC=C1)=O)(F)F